N-(4-(difluoromethoxy)-3-methoxybenzyl)-O-methylhydroxylamine FC(OC1=C(C=C(CNOC)C=C1)OC)F